C(CCCCCCCCCCCCCCCCCC(=O)O)C(=O)O octadecylenedicarboxylic acid